ClC=1C=C(C=C(C1OC1=C2N=CN(C2=NC=N1)C(C)C)Cl)NN 2-(3,5-dichloro-4-((9-isopropyl-9H-purin-6-yl)oxy)phenyl)hydrazine